C(C)C(C(=O)O)(O)CC(=O)O ethylmalic acid